S(O)(O)(=O)=O.C=1(O)C(O)=CC=CC1 catechol-sulfuric acid